tert-butyl (2-((tert-butyldiphenylsilyl)oxy)ethyl)(2-hydroxyethyl)carbamate [Si](C1=CC=CC=C1)(C1=CC=CC=C1)(C(C)(C)C)OCCN(C(OC(C)(C)C)=O)CCO